COC1=C(OC2CN(C2)[C@H]2[C@@H](CCCC2)OC=2C=C3CN(C(C3=CC2)=O)C2C(NC(CC2)=O)=O)C=CC=C1 3-(5-(((1R,2R)-2-(3-(2-methoxyphenoxy)azetidin-1-yl)cyclohexyl)oxy)-1-oxoisoindolin-2-yl)piperidine-2,6-dione